NC1=CC=CC=2N=NN(C21)NC[C@]2(CC1(OCCO1)CC(C2)(C)C)C |r| rac-4-amino-3-(((7,9,9-trimethyl-1,4-dioxaspiro[4.5]decan-7-yl)methyl)amino)benzotriazole